ClC=1C=CC2=C(C[C@@H](CC=3N2C(=NN3)[C@@H]3CC[C@H](CC3)OC3=NC=CC=C3)NCC3=CC=C(C=C3)F)C1 (5S)-8-chloro-N-(4-fluorobenzyl)-1-[trans-4-(pyridin-2-yloxy)cyclohexyl]-5,6-dihydro-4H-[1,2,4]triazolo[4,3-a][1]benzazepine-5-amine